C(C)C1=C(C(=O)O)C(=CC(=N1)Cl)NC1CCC(CC1)N1N=CC=C1C(F)F ethyl-6-chloro-4-(((1r,4r)-4-(5-(difluoromethyl)-1H-pyrazol-1-yl)cyclohexyl)amino)nicotinic acid